CS(=O)(=O)C1=CC=C(C=C1)C(C)=O p-methanesulfonylacetophenone